potassium hydrogen L-malate C([C@@H](O)CC(=O)[O-])(=O)O.[K+]